spirost-5-en-1,3,23,24-tetrol C[C@H]1[C@H]2[C@H](C[C@H]3[C@@H]4CC=C5CC(CC([C@]5(C)[C@H]4CC[C@]23C)O)O)O[C@]12C(C(C(C)CO2)O)O